C(C)OC(=O)C=1N=C(C2=CC=CC=C2C1C)P(=O)(C1=CC=CC=C1)C1=CC=CC=C1 1-(diphenylphosphoryl)-4-methylisoquinoline-3-carboxylic acid ethyl ester